(3R)-2'-{6-amino-5-[(1S)-1-(3-cyanophenyl)ethoxy]pyridin-3-yl}-N-ethyl-5',6'-dihydrospiro[pyrrolidine-3,4'-pyrrolo[1,2-b]pyrazole]-1-carboxamide NC1=C(C=C(C=N1)C=1C=C2N(N1)CC[C@]21CN(CC1)C(=O)NCC)O[C@@H](C)C1=CC(=CC=C1)C#N